NNNNNNNNCCCCCCCCCCCCCCCCCCCC octaaza-octacosane